tert-butyl (S)-3-(2-hydroxyethyl)pyrrolidine-1-carboxylate OCC[C@H]1CN(CC1)C(=O)OC(C)(C)C